4-[(6RS)-6-[(tert-butyldiphenylsilyl)oxy]-6-cyclopropyl-1,4-oxazepan-4-yl]-6-[(1S)-1-[(2S,4R)-4-fluoro-1-methylpyrrolidin-2-yl]ethoxy]-N-hydroxy-1,3,5-triazine-2-carboximidamide [Si](C1=CC=CC=C1)(C1=CC=CC=C1)(C(C)(C)C)O[C@@]1(CN(CCOC1)C1=NC(=NC(=N1)O[C@@H](C)[C@H]1N(C[C@@H](C1)F)C)C(NO)=N)C1CC1 |&1:18|